N-{(2S,3R,4S)-1-(cyclopropanecarbonyl)-4-fluoro-2-[(2,2',5'-trifluoro[1,1'-biphenyl]-3-yl)methyl]pyrrolidin-3-yl}ethanesulfonamide C1(CC1)C(=O)N1[C@H]([C@H]([C@H](C1)F)NS(=O)(=O)CC)CC=1C(=C(C=CC1)C1=C(C=CC(=C1)F)F)F